FC1=C(C=CC=C1)NC(=S)NC1=C(C=CC=C1)F N,N'-bis(2-fluorophenyl)thiourea